(S)-6-(5-fluorobenzo[d]thiazol-7-yl)-2-(1-(trifluoromethyl)cyclopropane-1-carbonyl)-2,6-diazaspiro[3.4]octane-8-carboxylic acid FC=1C=C(C2=C(N=CS2)C1)N1CC2(CN(C2)C(=O)C2(CC2)C(F)(F)F)[C@@H](C1)C(=O)O